FC=1C(=CC2=CN(N=C2C1)C1CCC(CC1)C=O)NC(=O)C1=NC(=CN=C1)C(F)(F)F N-[6-fluoro-2-(4-formylcyclohexyl)indazol-5-yl]-6-(trifluoromethyl)pyrazine-2-carboxamide